1-{6-{1-(2,6-difluorobenzyl)-5-[(dimethylamino)methyl]-3-(6-methoxypyridin-3-yl)-2,4-dioxo-1,2,3,4-tetrahydrothieno[2,3-d]pyrimidin-6-yl}pyridin-3-yl}-3-methoxyurea FC1=C(CN2C(N(C(C3=C2SC(=C3CN(C)C)C3=CC=C(C=N3)NC(=O)NOC)=O)C=3C=NC(=CC3)OC)=O)C(=CC=C1)F